[rac-(2R)-2-(Difluoromethyl)pyrrolidin-1-yl]-[rac-(5R,7R)-7-fluoro-5-phenyl-6,7-dihydro-5H-pyrrolo[1,2-b][1,2,4]triazol-2-yl]methanon FC([C@@H]1N(CCC1)C(=O)C=1N=C2N(N1)[C@H](C[C@H]2F)C2=CC=CC=C2)F |r|